N-(4-((4-(tert-butyl)phenyl)amino)benzyl)pivalamide C(C)(C)(C)C1=CC=C(C=C1)NC1=CC=C(CNC(C(C)(C)C)=O)C=C1